[1-(1-methylpyrazol-4-yl)indazol-6-yl]benzamide CN1N=CC(=C1)N1N=CC2=CC=C(C=C12)C1=C(C(=O)N)C=CC=C1